chromanyl-(chromane) O1C(CCC2=CC=CC=C12)C1OC2=CC=CC=C2CC1